1-((1H-pyrazolo[3,4-b]pyridin-5-yl)methyl)-3-methyl-N-(3-(trifluoromethyl)phenyl)indoline-6-carboxamide N1N=CC=2C1=NC=C(C2)CN2CC(C1=CC=C(C=C21)C(=O)NC2=CC(=CC=C2)C(F)(F)F)C